C(C1=CC=CC=C1)OC1=C(N(C=CC1=O)C[C@H](O)C1=CC(=CC=C1)Cl)C (R)-3-(benzyloxy)-1-(2-(3-chlorophenyl)-2-hydroxyethyl)-2-methylpyridin-4(1H)-one